(2R,4R,5R,11R,11aR)-1,3,4,6,11,11a-hexahydro-2H-4,11-methanopyrido[1,2-b]isoquinolin-2-yl benzoate C(C1=CC=CC=C1)(=O)O[C@H]1C[C@H]2N3CC=4C=CC=CC4[C@H]2C[C@@H]3C1